N1(CCCCC1)CCCCC(=O)O 5-(1-piperidyl)pentanoic acid